tert-butyl (8aS)-4-fluoro-5-(1-methoxy-7-methylisoquinolin-8-yl)-8a,9,11,12-tetrahydropyrazino[2',1':3,4][1,4]oxazepino[5,6,7-de]quinazoline-10(8H)-carboxylate FC1=C(C=C2C3=C(N=CN=C13)N1[C@H](CO2)CN(CC1)C(=O)OC(C)(C)C)C=1C(=CC=C2C=CN=C(C12)OC)C